ClC=1C(=C(C=CC1)[NH+]1CCC(CC1)CCN1N=C(C2=C1CCC2)C(=O)N2CCN(CC2)C(CO)=O)C 1-[4-[1-[2-[1-(3-chloro-2-methyl-phenyl)piperidin-1-ium-4-yl]ethyl]-5,6-dihydro-4H-cyclopenta[c]pyrazole-3-carbonyl]piperazin-1-yl]-2-hydroxy-ethanone